CC1=CC=C(C=C1)S(=O)[O-].[Zn+2].CC1=CC=C(C=C1)S(=O)[O-] zinc 4-methylbenzenesulfinate salt